racemic-2-methylcyclohexanone C[C@H]1C(CCCC1)=O |r|